FC1(CCN(CC1)C1=NC(=CC(=N1)NC(C1=C(C=C(C=C1)NS(=O)(=O)CCO)N1CC2CC2(CC1)CF)=O)C)F Racemic-N-(2-(4,4-difluoropiperidin-1-yl)-6-methylpyrimidin-4-yl)-2-(6-(fluoromethyl)-3-azabicyclo[4.1.0]heptan-3-yl)-4-((2-hydroxyethyl)sulfonamido)benzamide